BrC1=C(C=CC(=C1)Cl)C1=CC=CC=C1 2-bromo-4-chloro-1,1-biphenyl